CC1(CC(=O)OC1)C β,β-dimethyl-γ-butyrolactone